methyl (S)-6-bromo-8-(formyl)-2-trifluoromethyl-2H-benzopyran-3-carboxylate BrC=1C=C(C2=C(C=C([C@H](O2)C(F)(F)F)C(=O)OC)C1)C=O